(2R,3S,5R)-5-(6-amino-2-fluoro-9H-purin-9-yl)-2-(((2-ethylbutanoyl)oxy)methyl)-2-ethynyltetrahydrofuran-3-yl 2-ethylbutanoate C(C)C(C(=O)O[C@@H]1[C@@](O[C@H](C1)N1C2=NC(=NC(=C2N=C1)N)F)(C#C)COC(C(CC)CC)=O)CC